N-(2-(((3S,4R)-4-acrylamidotetrahydrofuran-3-yl)amino)-6-(2,6-dichloro-3,5-dimethoxyphenyl)pyrido[3,4-d]pyrimidin-8-yl)tetrahydrofuran-2-carboxamide C(C=C)(=O)N[C@@H]1[C@@H](COC1)NC=1N=CC2=C(N1)C(=NC(=C2)C2=C(C(=CC(=C2Cl)OC)OC)Cl)NC(=O)C2OCCC2